ClC1=C(C=C(C=C1)F)C1NC(C=2C1=C(C=C1CN(C(NC21)=O)CC(F)F)NC(C2=CC(=CC(=C2)C(F)(F)F)F)=O)=O N-(7-(2-chloro-5-fluorophenyl)-3-(2,2-difluoroethyl)-2,9-dioxo-2,3,4,7,8,9-hexahydro-1H-pyrrolo[3,4-H]quinazolin-6-yl)-3-fluoro-5-(trifluoromethyl)benzamide